(racemic)-4-(3-chloro-4-(9-(3-chlorobenzyl)-6-(1-methylcyclopropoxy)-9H-purin-8-yl)phenoxy)-3-methylbutanoic acid ClC=1C=C(OC[C@@H](CC(=O)O)C)C=CC1C=1N(C2=NC=NC(=C2N1)OC1(CC1)C)CC1=CC(=CC=C1)Cl |r|